3-[4-(3-Oxo-3-phenylprop-1-enyl)phenyl]prop-2-enoic acid O=C(C=CC1=CC=C(C=C1)C=CC(=O)O)C1=CC=CC=C1